N-((5-bromothiophen-2-yl)sulfonyl)-2-chloro-4-(1-cyanocyclopropyl)-6-hydroxybenzamide BrC1=CC=C(S1)S(=O)(=O)NC(C1=C(C=C(C=C1O)C1(CC1)C#N)Cl)=O